C(C)(C)(C)OC(=O)NCCNC1=CC=C(C=C1)C(C(=O)O)C1=CC=CC=C1 2-(4-((2-((tert-butoxycarbonyl)amino)ethyl)amino)phenyl)-2-phenylacetic acid